N-methyl-N-(2-propylheptyl)acetamide CN(C(C)=O)CC(CCCCC)CCC